(trans)-tert-Butyl 4-(((tert-butyldimethylsilyl)oxy)methyl)-2-(((tert-butyldiphenylsilyl)oxy)methyl)piperidine-1-carboxylate [Si](C)(C)(C(C)(C)C)OC[C@H]1C[C@@H](N(CC1)C(=O)OC(C)(C)C)CO[Si](C1=CC=CC=C1)(C1=CC=CC=C1)C(C)(C)C